ClC1=CC(=C(C=C1)[C@@]1(OC2=C(O1)C=CC=C2C2CCN(CC2)CC2=NC1=C(N2C[C@H]2OCC2)C=CC(=C1F)C1=NN=C(N1)C)C)F ((4-((S)-2-(4-chloro-2-fluorophenyl)-2-methylbenzo[d][1,3]dioxol-4-yl)piperidin-1-yl)methyl)-4-fluoro-5-(5-methyl-4H-1,2,4-triazol-3-yl)-1-(((S)-oxetan-2-yl)methyl)-1H-benzo[d]imidazole